CN(C)C=C1C(OC(=CC1=O)C)=O 3-((dimethylamino)methylene)-6-methyl-2H-pyran-2,4(3H)-dione